ClC(OC1=CC=C(C=C1)NC(=O)C1=CN(C(C=C1)=O)C=1C=NC=C(C1)F)(F)F N-[4-[Chloro(difluoro)methoxy]phenyl]-1-(5-fluoro-3-pyridyl)-6-oxo-pyridine-3-carboxamide